S1CC(CC1)COC(C(CSC1=C(C=C(C(=C1)N1C(N(C(=CC1=O)C(F)(F)F)C)=O)F)Cl)(C)C)=O Tetrahydrothiophen-3-ylmethyl-3-({2-chloro-4-fluoro-5-[3-methyl-2,6-dioxo-4-(trifluoromethyl)-3,6-dihydropyrimidine-1(2H)-yl]phenyl}sulfanyl)-2,2-dimethylpropanoate